(R)-6-hydroxy-8-chlorooctanoic acid ethyl ester C(C)OC(CCCC[C@H](CCCl)O)=O